COC1=C(C=CC(=C1)C)C1=C2C(=C(N=N1)N[C@H]1CN(CCC1)C)CCC2 (R)-4-(2-methoxy-4-methylphenyl)-N-(1-methylpiperidin-3-yl)-6,7-dihydro-5H-cyclopenta[d]pyridazin-1-amine